O=C1C2CCC(CN1)N2C(=O)OC(C)(C)C tert-butyl 2-oxo-3,8-diazabicyclo[3.2.1]octane-8-carboxylate